CC=1C=CC=C2C=CN=CC12 8-methylisoquinolin